1-Tosylaziridine S(=O)(=O)(C1=CC=C(C)C=C1)N1CC1